8-Bromo-3-chloro-5-methylisoquinoline BrC=1C=CC(=C2C=C(N=CC12)Cl)C